tert-butyl (S)-2-((4-chlorobenzyl)(4,4-difluorocyclohexyl)carbamoyl)pyrrolidine-1-carboxylate ClC1=CC=C(CN(C(=O)[C@H]2N(CCC2)C(=O)OC(C)(C)C)C2CCC(CC2)(F)F)C=C1